3-(5-methyl-6-(1-((tetrahydro-2H-pyran-2-yl)methyl)-1H-1,2,3-triazol-4-yl)pyridin-3-yl)prop-2-yn-1-amine CC=1C=C(C=NC1C=1N=NN(C1)CC1OCCCC1)C#CCN